CC1=CC=C(C=C1)S(=O)(=O)N1N=C(C=C1)C(=O)NCC=1N=CSC1 1-(4-methylbenzene-1-sulfonyl)-N-[(1,3-thiazol-4-yl)methyl]-1H-pyrazole-3-carboxamide